3-dimethylhexadecyl-indole CC(CCCCCCCCCCCCCCC)(C1=CNC2=CC=CC=C12)C